CC(C)([S@](=O)NCC1=NC=CC(=C1F)C1=C2C=CN(C2=CC(=C1)COC1=C(C=CC=C1)CC(=O)OCC)S(=O)(=O)C)C (S)-ethyl 2-(2-((4-(2-((1,1-dimethylethylsulfinamido)methyl)-3-fluoropyridin-4-yl)-1-(methylsulfonyl)-1H-indol-6-yl)methoxy)phenyl)acetate